1-(2-hydroxyethyl)tetrahydropyrrole OCCN1CCCC1